ethyl (E)-3-(2-fluoro-3-(7-((2-hydroxyethyl)sulfonyl)-2,6,6-trimethyl-1-(2-methylhydrazineyl)-1-oxoheptan-2-yl)phenyl)-2-methylacrylate FC1=C(C=CC=C1C(C(=O)NNC)(CCCC(CS(=O)(=O)CCO)(C)C)C)/C=C(/C(=O)OCC)\C